FC(C(=O)O)(F)F.NC1CCN(CC1)S(=O)(=O)N1CCC(CC1)CN1CCC(CC1)C1=CC=C2C(=NN(C2=C1)C)N1C(NC(CC1)=O)=O 1-(6-(1-((1-((4-Aminopiperidin-1-yl)sulfonyl)piperidin-4-yl)methyl)piperidin-4-yl)-1-methyl-1H-indazol-3-yl)dihydropyrimidine-2,4(1H,3H)-dione 2,2,2-trifluoroacetate